4-amino-N-(cyclopropylmethyl)-7-fluoro-3-methyl-N-((2-(1-methylpiperidin-4-yl)benzo[d]thiazol-6-yl)methyl)-1,3-dihydrofuro[3,4-c]quinoline-8-carboxamide NC1=NC=2C=C(C(=CC2C2=C1C(OC2)C)C(=O)N(CC2=CC1=C(N=C(S1)C1CCN(CC1)C)C=C2)CC2CC2)F